ClC1=C(C=CC(=C1)NC(NCC=1C=C2CN(C(C2=CC1)=O)C1C(NC(CC1)=O)=O)=O)CCOCCN(C(CCCCCN1C(C=CC1=O)=O)=O)C N-[2-(2-[2-chloro-4-[([[2-(2,6-dioxopiperidin-3-yl)-1-oxo-3H-isoindol-5-yl]methyl]-carbamoyl)amino]phenyl]ethoxy)ethyl]-6-(2,5-dioxopyrrol-1-yl)-N-methylhexanamide